N-(fluoromethyl)pyrazoleboronic acid FCN1N=C(C=C1)B(O)O